(1S,2S)-N-(5-((6-cyclopropylimidazo[1,2-a]pyridin-2-yl)methoxy)-2-sulfamoylphenyl)-2-(4-methylpyrimidin-2-yl)cyclopropane-1-carboxamide C1(CC1)C=1C=CC=2N(C1)C=C(N2)COC=2C=CC(=C(C2)NC(=O)[C@@H]2[C@H](C2)C2=NC=CC(=N2)C)S(N)(=O)=O